(5S,8S)-N-(2,4-difluorobenzyl)-5-fluoro-8-methoxy-5,6,7,8-tetrahydroquinoline-5-carboxamide FC1=C(CNC(=O)[C@]2(C=3C=CC=NC3[C@H](CC2)OC)F)C=CC(=C1)F